C(CCCCC)C1=CC(=CS1)B(O)O 5-HEXYLTHIOPHENE-3-BORONIC ACID